(Z)-3-Fluoro-4-(2-isopropylpyridin-3-ylsulfonyl)but-2-en-1-amin F\C(=C/CN)\CS(=O)(=O)C=1C(=NC=CC1)C(C)C